P(=O)(OC[C@]1(O[C@H]([C@@H]2OC(O[C@@H]21)(C)C)C2=CC=C1C(=NC=NN12)N)C#N)(OC[C@H](CCCCCCCCCCCCCCCCCC)OCC1=CC=CC=C1)O ((3aS,4R,6S,6aS)-6-(4-aminopyrrolo[2,1-f][1,2,4]triazin-7-yl)-4-cyano-2,2-dimethyltetrahydrofuro[3,4-d][1,3]dioxol-4-yl)methyl ((S)-2-(benzyloxy)icosyl) hydrogen phosphate